BrC1CC2(CC1)CC(CC2)Br 2,7-dibromo-spiro[4.4]nonane